ethyl 2-(6-(3-(3-acetylphenyl)ureido)-4-oxoquinazolin-3(4H)-yl)acetate C(C)(=O)C=1C=C(C=CC1)NC(NC=1C=C2C(N(C=NC2=CC1)CC(=O)OCC)=O)=O